C(C)(C)(C)N1C(N(C2=C1C=C(C=C2C(C(=O)O)N([C@@H]2C[C@H](CC2)OCCCCC2=NC=1NCCCC1C=C2)C)F)C)=O 2-(1-(tert-butyl)-6-fluoro-3-methyl-2-oxo-2,3-dihydro-1H-benzo[d]imidazol-4-yl)-2-(methyl((1S,3S)-3-(4-(5,6,7,8-tetrahydro-1,8-naphthyridin-2-yl)butoxy)cyclopentyl)amino)acetic acid